COC=1N=C2C(=CC=NC2=CC1)C1=CC=2C(NCC3(C2N1)CCC3)=O 2'-(6-methoxy-1,5-naphthyridin-4-yl)-5',6'-dihydrospiro[cyclobutane-1,7'-pyrrolo[3,2-c]pyridin]-4'(1'H)-one